O1C2C(NC(C1)=O)CNCC2 4,4a,5,7,8,8a-hexahydropyrido[4,3-b][1,4]oxazin-3-on